C1(=CCCC1)NC1CCCC1 N-(1-cyclopentenyl)cyclopentylamine